ClC1=CC=C2C=C(N(C2=C1)C(=O)OC(C)(C)C)CO tert-butyl 6-chloro-2-(hydroxymethyl)-1H-indole-1-carboxylate